CC1=C(CN[C@@H](CCOCCCCC2=NC=3NCCCC3C=C2)C(=O)O)C(=CN=C1)C N-(3,5-dimethylisonicotinyl)-O-(4-(5,6,7,8-tetrahydro-1,8-naphthyridin-2-yl)butyl)-L-homoserine